iodophosphorus I[P]